10-sulfhydryl-1-decanol SCCCCCCCCCCO